2-methoxy-N-methyl-3-{[2-(pyrrolidin-1-yl)ethoxy]methyl}-6H,7H,8H-cyclopenta[b]1,5-naphthyridin-9-amine COC=1N=C2C(=C3C(=NC2=CC1COCCN1CCCC1)CCC3)NC